(S)-4-((7-((1-((tert-butyldiphenylsilyl) oxy) hex-3-yl) amino)-5-((methoxycarbonyl) amino)-3-methyl-1H-pyrazolo[4,3-d]Pyrimidin-1-yl) methyl)-3-methoxybenzoate [Si](C1=CC=CC=C1)(C1=CC=CC=C1)(C(C)(C)C)OCC[C@H](CCC)NC=1C2=C(N=C(N1)NC(=O)OC)C(=NN2CC2=C(C=C(C(=O)[O-])C=C2)OC)C